acetic acid 2-(4-chloro-2-fluorophenyl)-2-oxoethyl ester ClC1=CC(=C(C=C1)C(COC(C)=O)=O)F